3-(4-(5-(difluoromethyl)-1,3,4-oxadiazol-2-yl)-2-fluorobenzyl)-1-methyl-5-(pyridin-3-yl)-1,3-dihydro-2H-benzo[d]imidazol-2-one FC(C1=NN=C(O1)C1=CC(=C(CN2C(N(C3=C2C=C(C=C3)C=3C=NC=CC3)C)=O)C=C1)F)F